3-(2-phenylaminoethyl)-3-aminopropyltrimethoxysilane C1(=CC=CC=C1)NCCC(CC[Si](OC)(OC)OC)N